BrC=1C(=C(C(=C(C(=O)OC)C1)O)[N+](=O)[O-])OC methyl 5-bromo-2-hydroxy-4-methoxy-3-nitrobenzoate